O=C1NCC2=CC(=C(C=C12)B(O)O)C(F)(F)F 3-OXO-6-(TRIFLUOROMETHYL)ISOINDOLIN-5-YLBORONIC ACID